FC1=C(C=C(C=C1)F)[C@@]12N(CC[C@H]2C1)C1=NC=2N(C=C1)N=CC2NC(C2=NC=CC=C2C)=O N-(5-((1R,5S)-1-(2,5-difluorophenyl)-2-azabicyclo[3.1.0]hexan-2-yl)pyrazolo[1,5-a]pyrimidin-3-yl)-3-methylpicolinamide